(R)-1-(2-(3-((1H-indol-5-yl)oxy)phenyl)-1H-imidazol-4-yl)-2-(thiazol-5-yl)ethan-1-ol N1C=CC2=CC(=CC=C12)OC=1C=C(C=CC1)C=1NC=C(N1)[C@@H](CC1=CN=CS1)O